C1(=CC=CC=C1)COCC(O)C1=CN=C(O1)[Si](C(C)C)(C(C)C)C(C)C 2-phenylmethyloxy-1-(2-triisopropylsilyloxazol-5-yl)ethanol